2-amino-5,7-dimethoxy-1H-indole-3-carbonitrile NC=1NC2=C(C=C(C=C2C1C#N)OC)OC